BrC=1C=C(C=C2C(=CC(OC12)=S)O)C(F)(F)F 8-bromo-4-hydroxy-6-(trifluoromethyl)chromen-2-thione